2,6-Dimethyl-1H,5H-[1,4]dithiino[2,3-c:5,6-c']dipyrrol-1,3,5,7(2H,6H)-tetron CN1C(C2=C(C1=O)SC=1C(N(C(C1S2)=O)C)=O)=O